FC=1C=C(C=C(C1)F)[C@@H]1N(OCC1)C1=CC(=NC=N1)NC1=C(C=C(C=C1)N1CCC(CC1)N(C)C)OC (R)-6-(3-(3,5-difluorophenyl)isoxazolidin-2-yl)-N-(4-(4-(dimethylamino)piperidin-1-yl)-2-methoxyphenyl)pyrimidin-4-amine